ClC1=C(C(=O)NC2(CC2)C#N)C=C(C=C1)C=1C=NN(C1)C=1N(N=C(C1C(F)(F)F)C(C(F)(F)F)(F)F)C chloro-N-(1-cyanocyclopropyl)-5-[1-[2-methyl-5-(1,1,2,2,2-pentafluoroethyl)-4-(tri-fluoromethyl)pyrazol-3-yl]pyrazol-4-yl]benzamide